2-acetamido-N-[(1s,4s)-4-{[2-(trifluoromethyl)imidazo[1,2-a]pyridin-5-yl]amino}cyclohexyl]pyridine-4-carboxamide C(C)(=O)NC1=NC=CC(=C1)C(=O)NC1CCC(CC1)NC1=CC=CC=2N1C=C(N2)C(F)(F)F